methyl 3-bromo-4-fluoro-5-[1-(2-trimethylsilylethoxymethyl)pyrazol-4-yl]thiophene-2-carboxylate BrC1=C(SC(=C1F)C=1C=NN(C1)COCC[Si](C)(C)C)C(=O)OC